tert-butyl ((3-aminophenyl)sulfonyl)(tert-butoxycarbonyl)carbamate NC=1C=C(C=CC1)S(=O)(=O)N(C(OC(C)(C)C)=O)C(=O)OC(C)(C)C